(S)-quinuclidin-3-yl (5-(3-ethoxyphenyl)-2,2-dimethyl-2,3-dihydro-1H-inden-1-yl)carbamat C(C)OC=1C=C(C=CC1)C=1C=C2CC(C(C2=CC1)NC(O[C@@H]1CN2CCC1CC2)=O)(C)C